O=C[C@H](O)[C@@H](O)[C@H](O)C(=O)O xylouronic acid